(3S,4R)-4-((5-methyl-7-(5-((R)-1,1,1-trifluoropropan-2-yl)pyridin-2-yl)pyrrolo[2,1-f][1,2,4]triazin-2-yl)amino)tetrahydro-2H-pyran-3-ol CC=1C=C(N2N=C(N=CC21)N[C@H]2[C@@H](COCC2)O)C2=NC=C(C=C2)[C@H](C(F)(F)F)C